(3,5-dichloropyrazin-2-yl)methylamine ClC=1C(=NC=C(N1)Cl)CN